rac-tert-butyl [4-(2-cyanopropanoyl)phenyl]methylcarbamate C(#N)[C@H](C(=O)C1=CC=C(C=C1)CNC(OC(C)(C)C)=O)C |r|